C1(CC1)NC(=O)C1=C(N(C(C(=C1OC1=CC2=C(CNS(N2)(=O)=O)C=C1)C)=O)C)NC1=C(C=C(C=C1)I)F N-cyclopropyl-4-[(2,2-dioxo-3,4-dihydro-1H-2lambda6,1,3-benzothiadiazin-7-yl)oxy]-2-[(2-fluoro-4-iodophenyl)amino]-1,5-dimethyl-6-oxopyridine-3-carboxamide